N1=CC=C(C=C1)N1C2CN(C(C1)C2)C(CCCC2=C1C=CC=NC1=CC=C2)=O 1-(5-(pyridin-4-yl)-2,5-diazabicyclo[2.2.1]heptan-2-yl)-4-(quinolin-5-yl)butan-1-one